COC(=O)[C@@H]1C=C(C2=CC(=CC(N12)=O)O)C (1S,3S)-7-hydroxy-1-methyl-5-oxoindolizine-3-carboxylic acid methyl ester